(4-((1H-1,2,3-triazol-1-yl)methyl)benzyl)-2-oxo-2,3-dihydro-1H-benzo[d]imidazole-1-carboxylic acid tert-butyl ester C(C)(C)(C)OC(=O)N1C(N(C2=C1C=CC=C2)CC2=CC=C(C=C2)CN2N=NC=C2)=O